C1(=CC=CC=C1)CC1C(NCC(N1)=O)=O 3-(phenylmethyl)-2,5-piperazinedione